ClC1=CC=CC=2C(=C(OC21)C)C(=O)O 7-chloro-2-methylbenzofuran-3-carboxylic acid